3-(dodecyloxy)-2,2-bis((dodecyloxy)methyl)propan-1-ol C(CCCCCCCCCCC)OCC(CO)(COCCCCCCCCCCCC)COCCCCCCCCCCCC